C(C1=CC=CC=C1)OC=1C=C(C=CC1OC)C=1C(=CC(=NC1)N1CCN(CC1)C(=O)OC(C)(C)C)C1=CC(=C(C=C1)C#N)F tert-butyl 4-(5-(3-(benzyloxy)-4-methoxyphenyl)-4-(4-cyano-3-fluorophenyl)pyridin-2-yl)piperazine-1-carboxylate